NC1(CCN(CC1)C1=NC(=C2C(=N1)NN=C2Br)C#N)C2=CC=C(C=C2)OC 6-(4-amino-4-(4-methoxyphenyl)piperidin-1-yl)-3-bromo-1H-pyrazolo[3,4-d]pyrimidine-4-carbonitrile